Cl.NCCCCCCNC1=CC2=C(N=NN(C2=O)C2C(NC(CC2)=O)=O)C=C1 3-(6-((6-aminohexyl)amino)-4-oxobenzo[d][1,2,3]triazin-3(4H)-yl)piperidine-2,6-dione hydrochloride